(S)-4-((1-(4-chloro-8-(2-morpholinopyridin-4-yl)-1-oxo-2-phenyl-1,2-dihydroisoquinolin-3-yl)ethyl)amino)pyrido[2,3-d]pyrimidin-5(8H)-one ClC1=C(N(C(C2=C(C=CC=C12)C1=CC(=NC=C1)N1CCOCC1)=O)C1=CC=CC=C1)[C@H](C)NC=1C2=C(N=CN1)NC=CC2=O